[H-].[Zr+] Zirconium monohydride